5-bromo-2-chloro-4-(trifluoromethyl)pyrimidine Tert-butyl-trans-3,4-bis(hydroxymethyl)-3-methylpyrrolidine-1-carboxylate C(C)(C)(C)OC(=O)N1C[C@@]([C@@H](C1)CO)(C)CO.BrC=1C(=NC(=NC1)Cl)C(F)(F)F